BrC1=CC=C(C=C1)N1C[C@H]2COCCN2CC1 (S)-8-(4-bromophenyl)octahydropyrazino[2,1-c][1,4]oxazine